6-(6-(4-(4-Acetylpiperazin-1-yl)phenyl)-3-aminopyrazin-2-yl)-3,4-dihydroisoquinolin-1(2H)-one C(C)(=O)N1CCN(CC1)C1=CC=C(C=C1)C1=CN=C(C(=N1)C=1C=C2CCNC(C2=CC1)=O)N